3-ethyl-4-(2-methyl-1,2,3-triazol-4-yl)-1-{[2-(trimethylsilyl)ethoxy]methyl}indazol-7-ylboronic acid C(C)C1=NN(C2=C(C=CC(=C12)C1=NN(N=C1)C)B(O)O)COCC[Si](C)(C)C